4-[4-[tert-butoxycarbonyl(ethyl)amino]-1-piperidyl]-6-chloro-2-methyl-indazole-7-carboxylic acid C(C)(C)(C)OC(=O)N(C1CCN(CC1)C=1C2=CN(N=C2C(=C(C1)Cl)C(=O)O)C)CC